OC(C(=O)C1=CC=C(C=C1)CC1=CC=C(C=C1)C(C(C)(C)O)=O)(C)C 2-hydroxy-1-(4-(4-(2-hydroxy-2-methylpropionyl)benzyl)phenyl)-2-methylpropane-1-one